FC=1C=C2C(=CNC2=CC1)C[C@H]1N(CCC1)C (S)-5-fluoro-3-((1-methylpyrrolidin-2-yl)methyl)-1H-indole